O[C@@H](CNCC1CN(C1)C(C)=O)[C@H]([C@@H]([C@@H](CO)O)O)O |r| 1-[3-[[[rac-(2s,3r,4r,5r)-2,3,4,5,6-pentahydroxyhexyl]amino]methyl]azetidin-1-yl]ethanone